C(C)(C)C=1C=2N(C=CC1)N=C(C2)[C@@H]2N(CCC1=C2N=CN1)C(=O)C=1OC(=NN1)C1=NC=CC=C1 (R)-(4-(4-isopropylpyrazolo[1,5-a]pyridin-2-yl)-1,4,6,7-tetrahydro-5H-imidazo[4,5-c]pyridin-5-yl)(5-(pyridin-2-yl)-1,3,4-oxadiazol-2-yl)methanone